tert-butyl (2-(2,2-difluoroethyl)-4-(4,4,5,5-tetramethyl-1,3,2-dioxaborolan-2-yl)benzyl)carbamate FC(CC1=C(CNC(OC(C)(C)C)=O)C=CC(=C1)B1OC(C(O1)(C)C)(C)C)F